6,7-dihydro-5H-[1,2,4]triazolo[5,1-b][1,3]oxazine N1=CN=C2OCCCN21